1-(3-(7-(2-amino-7-fluorobenzo[d]thiazol-4-yl)-6-chloro-2-(3-(dimethylamino)azetidin-1-yl)-8-fluoroquinazolin-4-yl)-3,8-diazabicyclo[3.2.1]octane-8-carbonyl)-1H-pyrazole-4-carbonitrile NC=1SC2=C(N1)C(=CC=C2F)C2=C(C=C1C(=NC(=NC1=C2F)N2CC(C2)N(C)C)N2CC1CCC(C2)N1C(=O)N1N=CC(=C1)C#N)Cl